tert-butyl (S)-(((tert-butoxycarbonyl)amino)(2-(3-(3-(trifluoromethyl)-4-(3-(4-(trifluoromethyl)phenyl)propoxy)phenyl)-1,2,4-oxadiazol-5-yl)pyrrolidin-1-yl)methylene)carbamate C(C)(C)(C)OC(=O)NC(N1[C@@H](CCC1)C1=NC(=NO1)C1=CC(=C(C=C1)OCCCC1=CC=C(C=C1)C(F)(F)F)C(F)(F)F)=NC(OC(C)(C)C)=O